OC1=C(C(/C=C/C2=CC=C(C=C2)OC)=O)C(=CC(=C1)OC)OC 2'-hydroxy-4,4',6'-trimethoxychalcone